(6R,7R)-7-[[2-(difluoromethylsulfanyl)acetyl]amino]-3-[[1-(2-hydroxyethyl)tetrazol-5-yl]sulfanylmethyl]-7-methoxy-8-oxo-5-oxa-1-azabicyclo[4.2.0]oct-2-ene-2-carboxylate FC(F)SCC(=O)N[C@]1([C@H]2OCC(=C(N2C1=O)C(=O)[O-])CSC1=NN=NN1CCO)OC